Acetic acid 3,10,12-triacetoxy-2-acetylcarbamoyl-4,7-bis-dimethylamino-11-oxo-5,5a,6,11-tetrahydro-naphthacen-1-yl ester C(C)(=O)OC=1C(=C(C=2C(=C3C(C4=C(C=CC(=C4CC3CC2C1N(C)C)N(C)C)OC(C)=O)=O)OC(C)=O)OC(C)=O)C(NC(C)=O)=O